P(O)(=O)(OP(=O)(O)OP(=O)(O)O)OC[C@@H]1[C@H]([C@H]([C@@H](O1)C1=CN=C2C(=N)N=CN=C12)O)O deazaadenosine-5'-triphosphate